NC1=NC(=CC(=N1)N1CCC2(C[C@H](NC2)C(=O)O)CC1)O[C@@H](C(F)(F)F)C1=CC=C(C=C1)C1=C(C=C(C=C1)F)OC (S)-8-(2-amino-6-((R)-2,2,2-trifluoro-1-(4'-fluoro-2'-methoxy-[1,1'-biphenyl]-4-yl)ethoxy)pyrimidin-4-yl)-2,8-diazaspiro[4.5]decane-3-carboxylic acid